ClC=1C=C2C(=NC(=NC2=C(C1C1=C2C=NNC2=CC=C1C)F)OCCCN(C)C)N1CCN(CC1)C(C=C)=O 1-(4-(6-chloro-2-(3-(dimethylamino)propoxy)-8-fluoro-7-(5-methyl-1H-indazol-4-yl)quinazolin-4-yl)piperazin-1-yl)prop-2-en-1-one